6-((1r,4r)-4-(1-ethyl-5-(trifluoromethyl)-1H-pyrazol-3-yl)cyclohexyl)-2-thia-6-azaspiro[3.4]octane 2,2-dioxide C(C)N1N=C(C=C1C(F)(F)F)C1CCC(CC1)N1CC2(CS(C2)(=O)=O)CC1